3,4-dihydronaphthalen-1-one C1(CCCC2=CC=CC=C12)=O